N,N-dimethyl-4-nitroaniline CN(C)C1=CC=C(C=C1)[N+](=O)[O-]